4-chloro-N-[(3R)-1-methyl-3-piperidinyl]phthalazin-1-amine ClC1=NN=C(C2=CC=CC=C12)N[C@H]1CN(CCC1)C